CCCCC/C=C\\C/C=C\\CCCCCCCC(=O)OC/C=C(\\C)/C=C/C=C(\\C)/C=C/C1=C(CCCC1(C)C)C The molecule is a fatty acid ester formed between linoleic acid and all-trans-retinol. It derives from an all-trans-retinol and a linoleic acid.